OC(C)(C)N1N=NC=C1 (2-hydroxypropan-2-yl)-1H-1,2,3-triazol